CN(C1CCC(CC1)NC(=O)C1=NNC2=CC(=CC=C12)C=1C=NC(=C(C1)C(NCC1=C(C=CC=C1)OC(F)(F)F)=O)OC)C N-[4-(dimethylamino)cyclohexyl]-6-[6-methoxy-5-({[2-(trifluoromethoxy)phenyl]-methyl}carbamoyl)pyridin-3-yl]-1H-indazole-3-carboxamide